C[C@H]1N(C[C@@H](N(C1)C(C(=O)NC1=C2C(=CN=C1)NN=C2)=O)C2=CC=CC=C2)C(C(C)(C)C)=O ((2S,5R)-5-methyl-2-phenyl-4-pivaloylpiperazin-1-yl)-2-oxo-N-(1H-pyrazolo[3,4-c]pyridin-4-yl)acetamide